CN1N=C(C=C1O)C 1,3-Dimethyl-1H-pyrazol-5-ol